BrC1=CC2=C(CCC=3C(=NN(C23)C2=CC(=CC(=C2)Cl)Cl)C(=O)OCC)C=C1OC ethyl 8-bromo-1-(3,5-dichlorophenyl)-7-methoxy-4,5-dihydrobenzo[g]indazole-3-carboxylate